(S)-N-(6-(1,2-dimethyl-1H-imidazol-5-yl)isoquinolin-3-yl)-2-(3-methylmorpholinyl)acetamide CN1C(=NC=C1C=1C=C2C=C(N=CC2=CC1)NC(CN1[C@H](COCC1)C)=O)C